CN(/C=C/C(=O)C1=CC=CCN1C1CCC(CC1)OC)C 6-((E)-3-(dimethylamino)acryloyl)-N-((1r,4r)-4-methoxycyclohexyl)pyridine